4-(dimethylamino)-N'-hydroxy-butanimidamide CN(CCCC(N)=NO)C